O=C1NC(CCC1N1C(C2=CC=C3C(=C2C1=O)NC=N3)=O)=O 7-(2,6-dioxopiperidin-3-yl)imidazo[4,5-e]isoindole-6,8(1H,7H)-dione